CN([C@@H](CC1=CC=CC=C1)C(=O)O)C(=O)C1=C(C2=CC=CC=C2C=C1)OCC1=CC=C(C=C1)F.C1(=C(C(=CC(=C1)C)C)NC1=CC=C(C=2C(C3=CC=CC=C3C(C12)=O)=O)NC1=C(C=C(C=C1C)C)C)C 1,4-bis(mesitylamino)anthraquinone Methyl-(1-((4-fluorobenzyl)oxy)-2-naphthoyl)-L-phenylalaninate